FCCN1C2CC(CC1CCC2)NC(=O)C2=C1N(C=3C=CC=CC23)CCC1 N-(9-(2-fluoroethyl)-9-azabicyclo[3.3.1]nonan-3-yl)-2,3-dihydro-1H-pyrrolo[1,2-a]indole-9-carboxamide